phenylpropan-yl-tin (3-mercaptopropionate) SCCC(=O)[O-].C1(=CC=CC=C1)CCC[Sn+3].SCCC(=O)[O-].SCCC(=O)[O-]